(Z)-3-(3-(3,5-bis(trifluoromethyl)phenyl)-1H-1,2,4-triazol-1-yl)-1-(3-hydroxy-3-(pyrazin-2-ylmethyl)azetidin-1-yl)prop-2-en-1-one FC(C=1C=C(C=C(C1)C(F)(F)F)C1=NN(C=N1)\C=C/C(=O)N1CC(C1)(CC1=NC=CN=C1)O)(F)F